4-(4-(5-(3-(((tert-butoxycarbonyl)(cyclopropyl)amino)methyl)-1-methyl-1H-pyrazol-4-yl)-1-tosyl-1H-pyrrolo[2,3-b]pyridin-3-yl)-3-(trifluoromethyl)-1H-pyrazol-1-yl)butanoic acid C(C)(C)(C)OC(=O)N(C1CC1)CC1=NN(C=C1C=1C=C2C(=NC1)N(C=C2C=2C(=NN(C2)CCCC(=O)O)C(F)(F)F)S(=O)(=O)C2=CC=C(C)C=C2)C